rac-(1R,2S,5S)-3-(tert-butoxycarbonyl)-3-azabicyclo[3.1.0]hex-ane-2-carboxylic acid C(C)(C)(C)OC(=O)N1[C@@H]([C@@H]2C[C@@H]2C1)C(=O)O |r|